C(C)OC(=O)C1(CCC1)CC(=O)O 2-(1-(ethoxycarbonyl)cyclobutyl)acetic acid